(E)-3-((3-((E)-4-(((2s,6r)-2,6-dimethylmorpholino)methyl)styryl)-1H-indazol-6-yl)methylene)-4-(3-methoxyphenyl)pyrrolidin-2-one C[C@@H]1O[C@@H](CN(C1)CC1=CC=C(/C=C/C2=NNC3=CC(=CC=C23)\C=C/2\C(NCC2C2=CC(=CC=C2)OC)=O)C=C1)C